ClC=1C=CC(=C(C1)O)CN(C1CCNCC1)C 5-chloro-2-[[methyl-(4-piperidinyl)amino]methyl]phenol